2-fluoro-N-(5-(6-fluoro-5,7-dimethyl-1H-indazol-4-yl)pyrazolo[1,5-a]pyridin-2-yl)cyclopropane-1-carboxamide FC1C(C1)C(=O)NC1=NN2C(C=C(C=C2)C2=C3C=NNC3=C(C(=C2C)F)C)=C1